CN(C1=CC(=C(C=C1N)NC1=NC=2N(C(=N1)C1=CN(C3=CC=CC=C13)C)N=CC2)OC)C 2-(4-dimethylamino-2-methoxy-5-aminophenylamino)-4-(1-methylindol-3-yl)pyrazolo[1,5-a][1,3,5]Triazine